tert-Butyl (2R,4R)-4-((tert-butyldiphenylsilyl)oxy)-2-(hydroxymethyl)pyrrolidine-1-carboxylate [Si](C1=CC=CC=C1)(C1=CC=CC=C1)(C(C)(C)C)O[C@@H]1C[C@@H](N(C1)C(=O)OC(C)(C)C)CO